F[C@H]1[C@H](C1)C(=O)NC1=NC=C2C=C(C=3N(C2=C1)C=CN3)C=3C=NC(=CC3C)[C@H](CC=C)O (1R,2R)-2-fluoro-N-(4-{6-[(1S)-1-hydroxybut-3-en-1-yl]-4-methylpyridin-3-yl}imidazo[1,2-a]1,6-naphthyridin-8-yl)cyclopropane-1-carboxamide